COCCCN1CC2=C(N=C(N=C2)C)C2(C1=O)CN(C2)C 6'-(3-methoxypropyl)-1,2'-dimethyl-5',6'-dihydro-7'H-spiro[azetidine-3,8'-pyrido[4,3-d]pyrimidin]-7'-one